copper phosphorus tin [Sn].[P].[Cu]